F[B-](F)(F)F.IC1=CC=CC=C1 4-iodobenzene tetrafluoroborate